melamine tetraacrylate C(C=C)(=O)O.C(C=C)(=O)O.C(C=C)(=O)O.C(C=C)(=O)O.N1=C(N)N=C(N)N=C1N